C(=O)O.C[C@H]1COCCN1C1=CC=C2C(=N1)NC=C2C2=NC(=NC=C2C(F)(F)F)N[C@@H]2C[C@@H](CC2)N (1S,3R)-N1-(4-(6-((S)-3-methylmorpholino)-1H-pyrrolo[2,3-b]pyridin-3-yl)-5-(trifluoromethyl)pyrimidin-2-yl)cyclopentane-1,3-diamine, formate salt